cyclopropyl N-[(1S)-1-[[2-chloro-5-(1-isobutyltriazol-4-yl)phenyl]methyl]-2-[4-(3-methylimidazol-4-yl)anilino]-2-oxo-ethyl]carbamate ClC1=C(C=C(C=C1)C=1N=NN(C1)CC(C)C)C[C@@H](C(=O)NC1=CC=C(C=C1)C=1N(C=NC1)C)NC(OC1CC1)=O